C(C)OC(=O)C1=CC2=C(N=CN2)C=C1 Benzimidazole-5-carboxylic acid ethyl ester